(9Z,9'Z,12Z,12'Z)-((5-((dimethylamino)methyl)-1,3-phenylene)bis(oxy))bis(ethane-2,1-diyl)bis(octadeca-9,12-dienoate) CN(C)CC=1C=C(C=C(C1)OCCCCCCC\C=C/C\C=C/CCCCCCCC(=O)[O-])OCCCCCCC\C=C/C\C=C/CCCCCCCC(=O)[O-]